3-farnesyl-2,4-dihydroxy-6-phenethylbenzoic acid C(C=C(C)CCC=C(C)CCC=C(C)C)C=1C(=C(C(=O)O)C(=CC1O)CCC1=CC=CC=C1)O